C(C)OC(=O)C1=CN(C2=NC(=CC(=C2C1=O)C)Cl)C1=NC(=NS1)N1N=CN=C1 7-chloro-5-methyl-4-oxo-1-[3-(1H-1,2,4-triazol-1-yl)-1,2,4-thiadiazol-5-yl]-1,4-dihydro-1,8-naphthyridine-3-carboxylic acid ethyl ester